F[B-](F)(F)F.N1(N=NC2=C1C=CC=C2)OC(=[N+](C)C)N(C)C O-(benzotriazol-1-yl)-N,N,N',N'-tetramethyluronium tetrafluoro-borate